(9H-fluoren-9-yl)methyl((R)-1-((2S,4R)-2-((4-cyanobenzyl)carbamoyl)-4-hydroxypyrrolidin-1-yl)-3-methyl-1-oxo-3-(tritylthio)butan-2-yl)carbamate C1=CC=CC=2C3=CC=CC=C3C(C12)OC(N([C@H](C(=O)N1[C@@H](C[C@H](C1)O)C(NCC1=CC=C(C=C1)C#N)=O)C(C)(SC(C1=CC=CC=C1)(C1=CC=CC=C1)C1=CC=CC=C1)C)C)=O